NC1=C(C=CC=C1)NC(=O)[C@@H]1S[C@](C[C@H]1C1=C(C(=C(C=C1)F)F)OC)(C(F)(F)F)C (2R,3S,5R)-N-(2-aminophenyl)-3-(3,4-difluoro-2-methoxyphenyl)-5-methyl-5-(trifluoromethyl)tetrahydrothiophene-2-carboxamide